3-{4-[(6-Chloro-2-{4-[4-(2,2-dimethylpropanoyl)piperazin-1-yl]phenyl}-3H-imidazo[4,5-b]pyridin-7-yl)amino]piperidin-1-yl}propanenitrile ClC=1C(=C2C(=NC1)NC(=N2)C2=CC=C(C=C2)N2CCN(CC2)C(C(C)(C)C)=O)NC2CCN(CC2)CCC#N